3-(3-(trifluoromethyl)phenyl)propanoic acid FC(C=1C=C(C=CC1)CCC(=O)O)(F)F